isopropyl (S)-6-diazo-2-(2-(isopropylthio)acetamido)-5-oxohexanoate [N+](=[N-])=CC(CC[C@@H](C(=O)OC(C)C)NC(CSC(C)C)=O)=O